2-(2,6-dioxopiperidin-3-yl)-5-((4-(2-methyl-5,6,7,8-tetrahydrobenzo[4,5]thieno[2,3-d]pyrimidin-4-yl)piperidin-1-yl)methyl)isoindoline-1,3-dione O=C1NC(CCC1N1C(C2=CC=C(C=C2C1=O)CN1CCC(CC1)C=1C2=C(N=C(N1)C)SC1=C2CCCC1)=O)=O